CN1C(=NN=C1)C=1C=C2C(=CNC2=CC1)C=1C=C2C(=NC1)NCC21CC1 5'-(5-(4-Methyl-4H-1,2,4-triazol-3-yl)-1H-indol-3-yl)-1',2'-dihydrospiro[cyclopropane-1,3'-pyrrolo[2,3-b]pyridine]